FC1CN(C1)C=1C=C(C=C(C1)OC)[C@H](C(=O)NC=1SC(=NN1)N[C@H]1CN(CC1)C=1N=NC=CC1)OC (2R)-2-[3-(3-fluoroazetidin-1-yl)-5-methoxy-phenyl]-2-methoxy-N-[5-[[(3R)-1-pyridazin-3-ylpyrrolidin-3-yl]amino]-1,3,4-Thiadiazol-2-yl]acetamide